2-butyl-1-((6'-carboxy-[1,1':3',1''-terphenyl]-4-yl)methyl)-1H-imidazole-5-carboxylic acid C(CCC)C=1N(C(=CN1)C(=O)O)CC1=CC=C(C=C1)C1=CC(=CC=C1C(=O)O)C1=CC=CC=C1